COC([C@H]1CN(CC1)C1=CC(=C(C(=O)OC)C=C1)C=O)OC methyl 4-[(3R)-3-(dimethoxymethyl)-pyrrolidin-1-yl]-2-formylbenzoate